2-(4-(diphenylbornyl)phenyl)-4,4,5,5-tetramethyl-1,3,2-dioxaborolane C1(=CC=CC=C1)C1C(C2(CCC1C2(C)C)C)(C2=CC=C(C=C2)B2OC(C(O2)(C)C)(C)C)C2=CC=CC=C2